N-(2-cyclopropyl-6-methyl-pyrimidin-4-yl)-5-[2-methyl-4-[[(2R)-1-methylazetidin-2-yl]methoxy]pyrazol-3-yl]pyrazolo[1,5-a]pyridin-2-amine C1(CC1)C1=NC(=CC(=N1)NC1=NN2C(C=C(C=C2)C=2N(N=CC2OC[C@@H]2N(CC2)C)C)=C1)C